1,3,5-tris(3-(trifluoromethyl)-3H-diazirin-3-yl)benzene FC(C1(N=N1)C1=CC(=CC(=C1)C1(N=N1)C(F)(F)F)C1(N=N1)C(F)(F)F)(F)F